ClC=1C(=NC=CC1C1=C(C(=CC=C1)C1=NC(=C(C=C1)CN1CC2(C1)CNC(C2)=O)OC)F)C2=CC(=C(CN1CC3(C1)CNC(C3)=O)C=C2)OC 2-(4-(3-chloro-4-(2-fluoro-3-(6-methoxy-5-((7-oxo-2,6-diazaspiro[3.4]octan-2-yl)methyl)pyridin-2-yl)phenyl)pyridin-2-yl)-2-methoxybenzyl)-2,6-diazaspiro[3.4]octan-7-one